1-methyl-hexadecyl-methylimidazolium CC(CCCCCCCCCCCCCCC)[N+]1=C(NC=C1)C